2-hydrazino-6-[(2,4,6-trimethylphenyl)amino]pyrimidine-4-carbonitrile N(N)C1=NC(=CC(=N1)C#N)NC1=C(C=C(C=C1C)C)C